C(C)(C)(C)C1=CC=C(C(=O)NCC2=CC=C(C=C2)C=2C3=C(N=CN2)N(C=C3C=3CCN(CC3)C(=O)OC(C)(C)C)COCC[Si](C)(C)C)C=C1 tert-butyl 4-(4-(4-((4-(tert-butyl) benzamido) methyl) phenyl)-7-((2-(trimethylsilyl) ethoxy) methyl)-7H-pyrrolo[2,3-d]pyrimidin-5-yl)-3,6-dihydropyridine-1(2H)-carboxylate